ClC(C(C)C)OC(=O)N1C=C(C2=CC=CC=C12)CCN(C)C 3-(2-(dimethylamino)ethyl)-1H-indole-1-carboxylic acid 1-chloro-2-methylpropyl ester